Cl.S1C=CC2=C1C=C(C=C2)C2=NN1C(CN[C@@H](C1)C)=C2C2=CC=NC=C2 |r| rac-(RS)-2-(1-benzothiophen-6-yl)-6-methyl-3-(pyridin-4-yl)-4,5,6,7-tetrahydropyrazolo[1,5-a]pyrazine hydrochloride